(6R,7aS)-6-(2,3-dichloro-6-methoxyphenyl)-1-(2-hydroxypropan-2-yl)-tetrahydro-1H-pyrrolo[1,2-c][1,3]oxazol-3-one ClC1=C(C(=CC=C1Cl)OC)[C@H]1C[C@@H]2N(C(OC2C(C)(C)O)=O)C1